4-(1-cyclopropylethyl)-1,1'-biphenyl C1(CC1)C(C)C1=CC=C(C=C1)C1=CC=CC=C1